BrC1=C(C=CC2=C1C=C(O2)C(=O)O)N2CCN(CC2)CC=2C=NC=CC2 4-bromo-5-(4-pyridin-3-ylmethyl-piperazin-1-yl)-benzofuran-2-carboxylic acid